6-(3-fluorobenzyl)-5-oxo-1,4,5,6-tetrahydropyrido[3,4-C][1,8]naphthyridine-3(2H)-carboxylic acid tert-butyl ester C(C)(C)(C)OC(=O)N1CC=2C(N(C=3N=CC=CC3C2CC1)CC1=CC(=CC=C1)F)=O